6-bromo-7-fluoro-2-methyl-10-oxo-4-oxa-1-azatricyclo[7.3.1.05,13]tridecane-5(13),6,8-triene-11-carbaldehyde BrC=1C=2OCC(N3CC(C(C(=CC1F)C32)=O)C=O)C